FC1=C(C(=O)OC)C(=CC=C1N(S(=O)(=O)CCCF)S(=O)(=O)CCCF)F Methyl 2,6-difluoro-3-(N-(3-fluoropropylsulfonyl)-3-fluoro-propylsulfonamido)benzoate